2,4-dimethylpentan-3-yl ((S)-2-(4-(4-acetamidophenyl)-1-oxoisoindolin-2-yl)-3-hydroxypropanoyl)-L-serinate C(C)(=O)NC1=CC=C(C=C1)C1=C2CN(C(C2=CC=C1)=O)[C@H](C(=O)N[C@@H](CO)C(=O)OC(C(C)C)C(C)C)CO